ClC=1C(=C(C(=NC1)F)F)F chlorotrifluoropyridine